9-bromo-1,1-bis((7,7,8,8,8-pentafluorooctyl)oxy)nonane methyl-trans-4-[[6-(4,4,5,5-tetramethyl-1,3,2-dioxaborolan-2-yl)pyrrolo[3,2-b]pyridin-1-yl]methyl]cyclohexanecarboxylate COC(=O)[C@@H]1CC[C@H](CC1)CN1C=CC2=NC=C(C=C21)B2OC(C(O2)(C)C)(C)C.BrCCCCCCCCC(OCCCCCCC(C(F)(F)F)(F)F)OCCCCCCC(C(F)(F)F)(F)F